1-(4-((7-(1-methyl-1H-pyrazol-4-yl)imidazolo[1,2-c]pyrimidin-5-yl)oxy)azepan-1-yl)prop-2-yn-1-one CN1N=CC(=C1)C1=CC=2N(C(=N1)OC1CCN(CCC1)C(C#C)=O)C=CN2